(2-fluorophenyl)-3-(2-methoxy-4-nitrophenyl)urea FC1=C(C=CC=C1)NC(=O)NC1=C(C=C(C=C1)[N+](=O)[O-])OC